C(C)OC(=O)C1=C(N=C(S1)C1=CC2=C(S1)C(=CC=C2)C#N)C 2-(7-Cyanobenzo[b]thiophen-2-yl)-4-methylthiazole-5-carboxylic acid ethyl ester